2-Chloro-5-{[(2,2-dimethylpropanoyl)amino]methyl}-N-[1-(1,3-thiazol-4-yl)-1H-indazol-4-yl]benzamide ClC1=C(C(=O)NC2=C3C=NN(C3=CC=C2)C=2N=CSC2)C=C(C=C1)CNC(C(C)(C)C)=O